[Si]=O.[Mg].[Fe].[Al] aluminum-iron-magnesium-silicon oxide